(S)-2-(5-((4-((2-Chloro-5-((1-(2,2-difluoroethyl)-1H-pyrazol-4-yl)ethynyl)pyridin-4-yl)amino)butan-2-yl)oxy)-1,3-dimethyl-1H-pyrazol-4-yl)pyrimidin-4-amine ClC1=NC=C(C(=C1)NCC[C@H](C)OC1=C(C(=NN1C)C)C1=NC=CC(=N1)N)C#CC=1C=NN(C1)CC(F)F